(Z)-2-(5-Fluoro-2-methyl-1-(4-(2-phenyl-1,3-dithiolan-2-yl)benzylidene)-1H-inden-3-yl)acetic acid FC=1C=C2C(=C(/C(/C2=CC1)=C/C1=CC=C(C=C1)C1(SCCS1)C1=CC=CC=C1)C)CC(=O)O